6-methoxy-5-(3-morpholinopropoxy)indoline-2,3-dione COC1=C(C=C2C(C(NC2=C1)=O)=O)OCCCN1CCOCC1